OCC([C@H](C[C@H]1C(NCC1)=O)NC(=O)[C@H](CC(C)C)NC(=O)C=1NC2=CC=CC(=C2C1)OC)=O N-[(1S)-1-[[(1S)-3-hydroxy-2-oxo-1-[[(3S)-2-oxopyrrolidin-3-yl]methyl]propyl]carbamoyl]-3-methyl-butyl]-4-methoxy-1H-indole-2-carboxamide